(4-fluoro-2-(1H-benzimidazol-5-yl)phenyl)methanol FC1=CC(=C(C=C1)CO)C1=CC2=C(NC=N2)C=C1